CN(C1=CC(=CN(C1=O)C)C=1C=CC(=C(C1)NS(=O)(=O)C)OC)C N-[5-[5-(dimethylamino)-1-methyl-6-oxopyridin-3-yl]-2-methoxyphenyl]methanesulfonamide